4-Isopropyl-cyclohexanol C(C)(C)C1CCC(CC1)O